(S)-N-(5-(4-acetylpiperazin-1-yl)pyridin-2-yl)-2-((2-(4-cyanophenyl)-propyl)amino)-2-(3-fluorophenyl)-acetamide C(C)(=O)N1CCN(CC1)C=1C=CC(=NC1)NC([C@H](C1=CC(=CC=C1)F)NCC(C)C1=CC=C(C=C1)C#N)=O